NCC=1C=NC(=NC1)C1=C(C=C(C#N)C=C1)OC1=C(N=NC(=C1)Cl)N1CCCCC1 4-[5-(aminomethyl)pyrimidin-2-yl]-3-(6-chloro-3-piperidin-1-ylpyridazin-4-yl)oxybenzonitrile